C(C)(=O)[O-].[Li+] Lithium acetate